COC1=CC2=C(SC(=C2)C(CCC(=O)O)=O)C=C1OC 4-(5,6-dimethoxybenzo[B]thiophen-2-yl)-4-oxo-butyric acid